2-chloro-1-(7-nitro-3,4-dihydroquinolin-1(2H)-yl)ethan-1-one ClCC(=O)N1CCCC2=CC=C(C=C12)[N+](=O)[O-]